cyclododeca-dienone C1(C=CC=CCCCCCCC1)=O